4-((3-(methylcarbamoyl)-7-(trifluoromethyl)thieno[3,2-b]pyridin-5-yl)oxy)piperidine-1-carboxylic acid 4-fluoropyrrolidin-3-yl ester FC1C(CNC1)OC(=O)N1CCC(CC1)OC1=CC(=C2C(=N1)C(=CS2)C(NC)=O)C(F)(F)F